N-(5-chloro-6-(3-methyl-1H-1,2,4-triazol-1-yl)pyridin-3-yl)-1-(isoquinolin-4-yl)-5-(trifluoromethyl)-1H-pyrazole-4-carboxamide ClC=1C=C(C=NC1N1N=C(N=C1)C)NC(=O)C=1C=NN(C1C(F)(F)F)C1=CN=CC2=CC=CC=C12